8-bromo-6-(2-fluoro-6-methyl-phenyl)-2-[[1-(4-piperidyl)pyrazol-4-yl]amino]pyrido[4,3-d]pyrimidin-5-one BrC1=CN(C(C2=C1N=C(N=C2)NC=2C=NN(C2)C2CCNCC2)=O)C2=C(C=CC=C2C)F